N-(3-hydroxybutyl)-8-(4-(trifluoromethyl)cyclohex-1-en-1-yl)quinoline-3-carboxamide OC(CCNC(=O)C=1C=NC2=C(C=CC=C2C1)C1=CCC(CC1)C(F)(F)F)C